OC1(CS(C1)(=O)=O)C1=CC=C(C=C1)C(=O)N1CC2CN(CC2C1)C1=CC=C(C=C1)C(F)(F)F (4-(3-hydroxy-1,1-dioxidothietan-3-yl)phenyl)(5-(4-(trifluoromethyl)phenyl)hexahydropyrrolo[3,4-c]pyrrol-2(1H)-yl)methanone